C(C)(=O)N1[C@H](C[C@H](CC1)N1N=CC(=C1C)C=1C=C(C=2N(C1)N=CC2C#N)SC2=C(C=C(C=C2)F)C#N)C 6-(1-((2S,4S)-1-acetyl-2-methylpiperidin-4-yl)-5-methyl-1H-pyrazol-4-yl)-4-((2-cyano-4-fluorophenyl)thio)pyrazolo[1,5-a]pyridine-3-carbonitrile